O=C[C@H](O)[C@H](O)[C@H](O)C(=O)O riburonic acid